1-((1r,4r)-4-hydroxycyclohexyl)-7-(6-(2-hydroxypropan-2-yl)pyridin-3-yl)-3,4-dihydropyrazino[2,3-b]pyrazin-2(1H)-one OC1CCC(CC1)N1C(CNC=2C1=NC(=CN2)C=2C=NC(=CC2)C(C)(C)O)=O